tert-butyl [(1R)-1-cyclopropyl-2-(4-fluorophenyl)-2-oxoethyl]carbamate C1(CC1)[C@H](C(=O)C1=CC=C(C=C1)F)NC(OC(C)(C)C)=O